Methyl 4-[(2S)-4-cyclopropyl-4-hydroxypiperidin-2-yl]benzoate C1(CC1)C1(C[C@H](NCC1)C1=CC=C(C(=O)OC)C=C1)O